NCCONC(=O)C1=CC2=C(N=CN2C)C(=C1NC1=C(C=C(C=C1)Br)F)F N-(2-aminoethoxy)-6-[(4-bromo-2-fluorophenyl)amino]-7-fluoro-3-methyl-1,3-benzodiazole-5-carboxamide